C#CCCCCCC n-octyne